ClC1=CC(=C2C=NCN(C2=C1)C=1C(=NC=CC1)C)F 7-chloro-5-fluoro-1-(2-methylpyridin-3-yl)quinazoline